1-L-prolyl-fructose N1[C@@H](CCC1)C(=O)C(O)C(=O)[C@@H](O)[C@H](O)[C@H](O)CO